4-((2-Methyl-3,4-dihydro-2H-pyrido[4,3-b][1,4]oxazin-8-yl)amino)-N-(4-(4-methylpiperazin-1-yl)phenyl)-2-oxo-1,2-dihydropyridine-3-carboxamide CC1CNC2=C(O1)C(=CN=C2)NC2=C(C(NC=C2)=O)C(=O)NC2=CC=C(C=C2)N2CCN(CC2)C